5-(2,5-bis(4-chloro-2-isopropylphenyl)thiophen-3-yl)-1H-tetrazol ClC1=CC(=C(C=C1)C=1SC(=CC1C1=NN=NN1)C1=C(C=C(C=C1)Cl)C(C)C)C(C)C